2-[6-[[6-(4-hydroxybutoxy)-2-pyridyl]amino]-1-(methylamino)-2,7-naphthyridin-4-yl]-1,3-benzoxazol-5-ol OCCCCOC1=CC=CC(=N1)NC=1C=C2C(=CN=C(C2=CN1)NC)C=1OC2=C(N1)C=C(C=C2)O